ClC=1C(=C2N=CC=NC2=C(C1)C1=CC=C(C=C1)OC(F)(F)F)C(CO)O 1-(6-chloro-8-(4-(trifluoromethoxy)phenyl)quinoxalin-5-yl)ethane-1,2-diol